(4-ethynyl-phenyl)-diphenyl-amine C(#C)C1=CC=C(C=C1)N(C1=CC=CC=C1)C1=CC=CC=C1